CC12C(CC(C=C1)C2(C)C)O 1,7,7-trimethylbicyclo[2.2.1]hept-5-en-2-ol